C(C)OC(=O)C1=CC2=C(S1)CCC(C2=O)=CN(C)C 5-((dimethylamino)methylene)-4-oxo-4,5,6,7-tetrahydrobenzo[b]thiophene-2-carboxylic acid ethyl ester